3-methylbenzo[b]thiophene-2-carboxylic acid ethyl ester C(C)OC(=O)C1=C(C2=C(S1)C=CC=C2)C